[Si]=O.[Al].[Zn] zinc-aluminum silicon oxide